lauryl-dimethyl-amine oxide C(CCCCCCCCCCC)[N+](C)(C)[O-]